[Sn].[Zn].[Ca] calcium zinc tin